C(C)N1N=C(C2=C1C(NCC1(CCOCC1)C2)=O)C[C@H](COC(C2=CC=C(C=C2)S(=O)(=O)N2CCOCC2)=O)C 4-Morpholinosulfonylbenzoic acid [(2R)-3-(1-ethyl-8-oxo-spiro[6,7-dihydro-4H-pyrazolo[3,4-c]azepin-5,4'-tetrahydropyran]-3-yl)-2-methyl-propyl] ester